C(C)(C)C1=NN=C2N1C=C(C=C2)C2=NNN=C2C2=NC(=CC=C2)C 3-isopropyl-6-(5-(6-methylpyridin-2-yl)-2H-1,2,3-triazol-4-yl)-[1,2,4]triazolo[4,3-a]pyridine